OCCC(C)N1C(=CC2=C(C=CC=C12)C)C#N 1-(3-hydroxy-1-methylpropyl)-4-methyl-1H-indole-2-carbonitrile